FC(C1=CC=C(C=C1)[C@@H](CC=C)O)(F)F (R)-1-(4-(trifluoromethyl)phenyl)but-3-en-1-ol